tert-Butyl (4-(4-((1-(4-((2-(2-(2-azidoethoxy)ethoxy)ethyl)(methyl)carbamoyl)phenyl)-3-(difluoromethyl)-1H-pyrazol-4-yl)carbamoyl)oxazol-2-yl)pyridin-2-yl)(cyclopropylmethyl)carbamate N(=[N+]=[N-])CCOCCOCCN(C(=O)C1=CC=C(C=C1)N1N=C(C(=C1)NC(=O)C=1N=C(OC1)C1=CC(=NC=C1)N(C(OC(C)(C)C)=O)CC1CC1)C(F)F)C